C(\C=C\C)(=O)OC1C(OCC1(C)C)=O 4,4-dimethyl-2-oxotetrahydrofuran-3-yl (E)-but-2-enoate